ClC=1C=C(C2=C(N=C(S2)NC(=O)C23CCCC(CCC2)(C3)C)C1)Cl N-(5,7-Dichloro-1,3-benzothiazol-2-yl)-5-methylbicyclo[3.3.1]nonan-1-carboxamid